(E)-6-(4-methoxyphenyl)-N'-(2,3,5-trimethoxybenzylidene)pyrazine-2-carbohydrazide COC1=CC=C(C=C1)C1=CN=CC(=N1)C(=O)N/N=C/C1=C(C(=CC(=C1)OC)OC)OC